COC1=CC(=CC=2N(C=NC21)C[C@H]2OCCC2)C(=O)O 4-methoxy-1-(((S)-tetrahydrofuran-2-yl)methyl)-1H-benzo[d]imidazole-6-carboxylic acid